O=C1CC2(C1)CN(C2)C2=NC=1N(C=C2)N=CC1C(=O)OCC ethyl 5-(2-oxo-6-azaspiro[3.3]heptane-6-yl)pyrazolo[1,5-a]pyrimidine-3-carboxylate